N-{cyclooctyl-[4-(cyclopentyloxy)-1H-benzoimidazol-2-yl]methyl}-3-methylisoxazole-4-carboxamide C1(CCCCCCC1)C(NC(=O)C=1C(=NOC1)C)C1=NC2=C(N1)C=CC=C2OC2CCCC2